(R)-6,6-dimethyl-N'-(tricyclo[6.2.0.03,6]deca-1,3(6),7-trien-2-ylcarbamoyl)-6,7-dihydro-5H-pyrazolo[5,1-b][1,3]oxazine-3-sulfonimidamide CC1(CN2C(OC1)=C(C=N2)[S@@](=O)(N)=NC(NC2=C1CCC1=CC=1CCC21)=O)C